8-(tetrahydro-2H-pyran-2-yloxy)octyl methanesulfonate CS(=O)(=O)OCCCCCCCCOC1OCCCC1